sodium (S)-3-(3-(6-methoxypyridin-2-yl)phenyl)-3-(3-(1-methyl-4-oxido-2-oxo-1,2-dihydropyridin-3-yl)ureido)propanoate COC1=CC=CC(=N1)C=1C=C(C=CC1)[C@H](CC(=O)[O-])NC(=O)NC=1C(N(C=CC1[O-])C)=O.[Na+].[Na+]